10-(sec-butoxy)-6-(tert-butyl)-2-oxo-6,7-dihydro-2H-pyrido[2',1':3,4]pyrazino[1,2-b]indazole-3-carboxylic acid ethyl ester C(C)OC(=O)C=1C(C=C2N(C(CN3N=C4C(=CC=CC4=C32)OC(C)CC)C(C)(C)C)C1)=O